(3R)-3-[(3-amino-6-cyanoquinolin-4-yl)amino]Pyrrolidine-1-carboxylic acid tert-butyl ester C(C)(C)(C)OC(=O)N1C[C@@H](CC1)NC1=C(C=NC2=CC=C(C=C12)C#N)N